C1CC12CCN(CC2)C2=C(C(=O)OCC1=CC=CC=C1)C=CC(=C2)C2(OC(OC2)(C)C)C benzyl 2-(6-azaspiro[2.5]octan-6-yl)-4-(2,2,4-trimethyl-1,3-dioxolan-4-yl)benzoate